racemic-5-((1S,2S)-2-(6-(2,4-dimethoxypyrimidin-5-yl)imidazo[1,2-b]pyridazin-8-yl)cyclopropyl)-2-methylbenzo[d]thiazole COC1=NC=C(C(=N1)OC)C=1C=C(C=2N(N1)C=CN2)[C@@H]2[C@H](C2)C=2C=CC1=C(N=C(S1)C)C2 |r|